C(C)N(CC(CC)(CC)N[Si](C)(C)CC)CC (2-diethylamino-1,1-diethyl-ethyl)(ethyldimethylsilyl)amine